2-amino-4-(2-furyl)-6-[1-[3-(trifluoromethyl)phenyl]ethylamino]pyrimidine-5-carbonitrile NC1=NC(=C(C(=N1)C=1OC=CC1)C#N)NC(C)C1=CC(=CC=C1)C(F)(F)F